FC=1C=C(COC2=NC(N3C(N4C5(CC3)CC(C4)C5)=C2)=O)C=C(C1OC1=CC(=NC=C1)C(F)(F)F)F 2-((3,5-difluoro-4-((2-(trifluoromethyl)pyrid-4-yl)oxy)benzyl)oxy)-6,7,9,10-tetrahydro-4H,8H-7a,9-methanopyrimido[1,6-a]pyrrolo[1,2-c]pyrimidine-4-one